tert-butyl 1-pyrimidin-2-yl-6-azabicyclo[3.1.1]heptane-6-carboxylate N1=C(N=CC=C1)C12CCCC(N1C(=O)OC(C)(C)C)C2